C(C)C=1C(NC=2C=C(C=NC2C1)CN1[C@H](CN(CC1)C=1C=CC(=NC1)C(=O)NC)C)=O (S)-5-(4-((7-ethyl-6-oxo-5,6-dihydro-1,5-naphthyridin-3-yl)methyl)-3-methylpiperazin-1-yl)-N-methylpyridinamide